C(C1=CC=CC=C1)N(C1CC(NCC1)(C)C)CC1=CC=CC=C1 N,N-dibenzyl-2,2-dimethylpiperidin-4-amine